((4-(6-hydroxypyridin-2-yl)cyclohex-3-en-1-yl)methyl)-1-(((S)-oxetan-2-yl)methyl)-1H-benzo[d]imidazole-6-carboxylic acid methyl ester COC(=O)C=1C=CC2=C(N(C(=N2)CC2CC=C(CC2)C2=NC(=CC=C2)O)C[C@H]2OCC2)C1